2-(5-bromo-3-fluoro-2-pyridyl)acetic acid BrC=1C=C(C(=NC1)CC(=O)O)F